tert-butyl (S)-(3-(1-phenyl-1,2,3,4-tetrahydroisoquinoline-2-carboxamido)bicyclo[1.1.1]pentan-1-yl)carbamate C1(=CC=CC=C1)[C@@H]1N(CCC2=CC=CC=C12)C(=O)NC12CC(C1)(C2)NC(OC(C)(C)C)=O